BrC1=CC(=CC2=C1N=C(O2)C2=C(C=C(C=C2)NC(=O)N2C[C@@H](CC2)O)F)C(=O)N2[C@@H](C1=CC=CC=C1CC2)C (R)-N-(4-(4-bromo-6-((R)-1-methyl-1,2,3,4-tetrahydroisoquinoline-2-carbonyl)benzo[d]oxazol-2-yl)-3-fluorophenyl)-3-hydroxypyrrolidine-1-carboxamide